(S)-N-((R)-1-(2,3-dichloropyridin-4-yl)pent-4-en-1-yl)-2-methylpropan-2-sulfinamide ClC1=NC=CC(=C1Cl)[C@@H](CCC=C)N[S@@](=O)C(C)(C)C